(Phenyl)(cyclohexyl)methylene(cyclopentadienyl)(2,7-di-t-butylfluoren-9-yl)hafnium C1(=CC=CC=C1)C(=[Hf](C1C2=CC(=CC=C2C=2C=CC(=CC12)C(C)(C)C)C(C)(C)C)C1C=CC=C1)C1CCCCC1